C1(CCC2=CC=CC=C12)CO INDANMETHANOL